Heptane-4-carbonyl chloride CCCC(CCC)C(=O)Cl